5-fluoro-4-((1-methylpiperidin-4-yl)oxy)pyridin-3-amine FC=1C(=C(C=NC1)N)OC1CCN(CC1)C